C(C)(C)(C)OC(=O)N1CC2(CC1)N(C(CN(C2=O)C(C)C)=O)CC2=CC=C(C=C2)C(F)(F)F 9-isopropyl-7,10-dioxo-6-(4-(trifluoromethyl)benzyl)-2,6,9-triazaspiro[4.5]decane-2-carboxylic acid tert-butyl ester